ClC1=CC=C(CN2N(C3=C(CN(CC3)CC3=CC(=CC(=C3)F)F)C2=O)CCOC)C=C1 2-(4-chlorobenzyl)-5-(3,5-difluorobenzyl)-1-(2-methoxyethyl)-1,2,4,5,6,7-hexahydro-3H-pyrazolo[4,3-c]pyridin-3-one